BrCCCCCOC1=C(C=CC(=C1CN1CCCCC1)OC)C(C)=O 1-(2-((5-bromopentyl)oxy)-4-methoxy-3-(piperidin-1-ylmethyl)phenyl)ethan-1-one